OC1CCC(NC1)C(=O)O 5-HYDROXYPIPERIDINE-2-CARBOXYLIC ACID